C1(CC1)C=1C=C(C(=O)/N=C\2/N(CCN2)C)C=CC1NC1=CC(=CC=C1)C(NC(C)C)=O 3-cyclopropyl-N-[(2E)-1-methylimidazolidin-2-ylidene]-4-({3-[(propan-2-yl)carbamoyl]phenyl}amino)benzamide